3-((4-fluorophenyl)amino)-4-oxo-3,4-dihydroquinazoline-2-carboxamide FC1=CC=C(C=C1)NN1C(=NC2=CC=CC=C2C1=O)C(=O)N